COC=1C=CC(=NC1)CN1C(C2=CC=C(C=C2C=N1)S(=O)(=O)C1=CC=CC=C1)=O 2-((5-methoxypyridin-2-yl)methyl)-6-(phenylsulfonyl)phthalazin-1(2H)-one